adipic acid (butyl-2-ethylhexyl) ester C(CCC)C(C(CCCC)CC)OC(CCCCC(=O)O)=O